tert-butyl (3S,4S)-3-((4-(6-(1,1-dioxidothiomorpholino)-7-methoxyimidazo[1,2-b]pyridazin-3-yl)-5-fluoropyrimidin-2-yl)amino)-4-fluoropiperidine-1-carboxylate O=S1(CCN(CC1)C=1C(=CC=2N(N1)C(=CN2)C2=NC(=NC=C2F)N[C@H]2CN(CC[C@@H]2F)C(=O)OC(C)(C)C)OC)=O